C(C=C)OC=1C=C(C=CC1)CO (3-allyloxyphenyl)methanol